trifluorocrotyl-amine FC(C=CCN)(F)F